(E)-2-methoxy-5-styrylbenzoic acid COC1=C(C(=O)O)C=C(C=C1)\C=C\C1=CC=CC=C1